[NH4+].FC(CCCCCC(F)(F)F)S(=O)(=O)[O-].[NH4+].FC(CCCCCC(F)(F)F)S(=O)(=O)[O-] ammonium tetrafluoroheptyl-sulfonate ammonium